tert-butyl 3-[6-[2-cyano-3-[[ethyl(methyl)sulfamoyl]amino]-6-fluoro-phenoxy]-5-(dimethylamino)-4-oxo-quinazolin-3-yl]-1-oxa-8-azaspiro[4.5]decane-8-carboxylate C(#N)C1=C(OC=2C(=C3C(N(C=NC3=CC2)C2COC3(C2)CCN(CC3)C(=O)OC(C)(C)C)=O)N(C)C)C(=CC=C1NS(N(C)CC)(=O)=O)F